ClC=1C=C(C=CC1F)C(COC)(C)NC1=NC2=C(N1)C=CC=C2CNC(=O)NC (+)-1-((2-((2-(3-Chloro-4-fluorophenyl)-1-methoxypropan-2-yl)amino)-1H-benzo[d]imidazol-4-yl)methyl)-3-methylurea